C[Si]([Si]([Si]([Si]([Si]([Si]([Si]([Si](OC)(OC)OC)(OC)OC)(OC)OC)(C=C)C=C)(C1=CC=CC=C1)C1=CC=CC=C1)(C)C)(C)C)(C)C heptamethyldiphenyldivinylheptamethoxyoctasilane